COC([O-])=O.COCC[N+](C)(CC)CC (2-methoxyethyl)diethyl-methyl-ammonium methyl-carbonate salt